5,6-dimethyldecane CC(CCCC)C(CCCC)C